N-(3-aminocyclopentyl)-6-(3-methyl-1H-indol-2-yl)pyrazine-2-carboxamide NC1CC(CC1)NC(=O)C1=NC(=CN=C1)C=1NC2=CC=CC=C2C1C